C(#N)C(C(=O)OCC)CC1=C(C=CC=C1[N+](=O)[O-])OC ethyl 2-cyano-3-(2-methoxy-6-nitrophenyl)propanoate